2-benzyl-2-azaspiro[3.3]heptan-6-yl (2R,5S)-4-(6-methoxyquinoxalin-2-yl)-2,5-dimethylpiperazine-1-carboxylate COC=1C=C2N=CC(=NC2=CC1)N1C[C@H](N(C[C@@H]1C)C(=O)OC1CC2(CN(C2)CC2=CC=CC=C2)C1)C